FC1=C(C=C(C=C1)F)C=1C=C2C=C(CC2=CC1)C(=O)N1C(CC2=CC=C(C=C12)S(=O)(=O)N)C 1-((2R)-5-(2,5-difluorophenyl)indene-2-carbonyl)-2-methyl-indoline-6-sulfonamide